ClC=1C=C(C=CC1)N1C[C@H](OCC1)C (2R)-4-(3-chlorophenyl)-2-methylmorpholine